hexabutyl-distannane C(CCC)[Sn]([Sn](CCCC)(CCCC)CCCC)(CCCC)CCCC